(R)-N-(1,1-dioxido-2,3-dihydrothiophen-3-yl)-2-oxo-6-(tetrahydro-2H-pyran-4-yl)-1,2-dihydropyridine-3-carboxamide O=S1(C[C@@H](C=C1)NC(=O)C=1C(NC(=CC1)C1CCOCC1)=O)=O